2-phenyl-2,6-diazaadamantane C1(=CC=CC=C1)N1C2CC3NC(CC1C3)C2